(2S)-2-[[6-amino-9-benzyl-8-oxo-2-(propylsulfonylimino)purine-7-carbonyl]-methyl-amino]-3-phenyl-propionic acid ethyl ester C(C)OC([C@H](CC1=CC=CC=C1)N(C)C(=O)N1C(N(C2=NC(NC(=C12)N)=NS(=O)(=O)CCC)CC1=CC=CC=C1)=O)=O